CC(CNC1CCNCC1)(CC1=CC=CC=C1)C N-(2,2-dimethyl-3-phenylpropyl)piperidin-4-amine